ClC1=NC=C(C(=C1)NCC(CO)(C)C)I 3-((2-chloro-5-iodo-4-pyridinyl)amino)-2,2-dimethyl-propan-1-ol